1-[4-(6-{6-acetyl-3-methyl-3H-imidazo[4,5-b]pyridin-2-yl}-5-(ethanesulfonyl)pyridin-3-yl)phenyl]cyclopropane-1-carbonitrile C(C)(=O)C=1C=C2C(=NC1)N(C(=N2)C2=C(C=C(C=N2)C2=CC=C(C=C2)C2(CC2)C#N)S(=O)(=O)CC)C